FC(SC=1C(=NC=CC1)NC=1C=C(C=NC1C(CC)=O)NC(=O)C1CC1)F N-(5-((3-((difluoromethyl)thio)pyridin-2-yl)amino)-6-propionylpyridin-3-yl)cyclopropanecarboxamide